NC1C(CCCC1)C(=O)OCC1=CC(=CC(=C1)[N+](=O)[O-])[N+](=O)[O-] 3,5-dinitrobenzyl 2-aminocyclohexane-1-carboxylate